FC=1C(=NC(=NC1)N1CCN(CC1)C(=O)N1N=CCC1C=1C=NC=C(C1)F)C1=NC(=NN1C)C(=O)N 5-(5-fluoro-2-(4-(5-(5-fluoropyridin-3-yl)-4,5-dihydro-1H-pyrazole-1-carbonyl)piperazin-1-yl)pyrimidin-4-yl)-1-methyl-1H-1,2,4-triazole-3-carboxamide